CO[Si](OC)(OC)CCCNCCNCCNCCN N-trimethoxysilylpropyltriethylenetetramine